stearic acid-vinylamide C(=C)NC(CCCCCCCCCCCCCCCCC)=O